N-methyl-4-(2-aminoethyl)piperidine CN1CCC(CC1)CCN